1-(4-(3-(2,5-difluorophenyl)-7-((tetrahydro-2H-pyran-2-yl)oxy)chroman-4-yl)phenyl)-4-(dimethoxymethyl)piperidine FC1=C(C=C(C=C1)F)C1COC2=CC(=CC=C2C1C1=CC=C(C=C1)N1CCC(CC1)C(OC)OC)OC1OCCCC1